CN[C@H](CCCNC(N)=N)C(=O)O D-N-Methylarginine